1-amino-8-hydroxy-3,6-naphthalenedisulfonic acid sodium salt [Na+].NC1=CC(=CC2=CC(=CC(=C12)O)S(=O)(=O)[O-])S(=O)(=O)[O-].[Na+]